(2s)-4-(3-(4-acetamidophenyl)-4,4,4-trifluoro-3-hydroxybutylsulfonimidoyl)-2-aminobutanoic acid C(C)(=O)NC1=CC=C(C=C1)C(CCS(=O)(=N)CC[C@@H](C(=O)O)N)(C(F)(F)F)O